sodium 3,4-dichlorobenzenesulfonate ClC=1C=C(C=CC1Cl)S(=O)(=O)[O-].[Na+]